(S)-2-(2,5-difluoro-4-(6-((5-(isothiazol-5-yl)thiazol-2-yl)methoxy)pyridin-2-yl)benzyl)-1-(oxetan-2-ylmethyl)-1H-benzo[d]imidazole-6-carboxylic acid FC1=C(CC2=NC3=C(N2C[C@H]2OCC2)C=C(C=C3)C(=O)O)C=C(C(=C1)C1=NC(=CC=C1)OCC=1SC(=CN1)C1=CC=NS1)F